C(C)(C)(C)OC(=O)N[C@@H](C(=O)N[C@@H](C(=O)NC1=CC=CS1)C)C(C)C 5-((R)-2-((R)-2-((tert-butoxycarbonyl)amino)-3-methylbutanamido)-propionylamino)thiophene